C(CCCCCCCCCCCCCC)OC(C=C)=O acrylic acid pentadecyl ester